4-(4-aminophenyl)-5-fluoro-N2-(4-(4-methylpiperazin-1-yl)phenyl)pyrimidine-2,4-diamine NC1=CC=C(C=C1)C1(NC(=NC=C1F)NC1=CC=C(C=C1)N1CCN(CC1)C)N